N-Bocglycyl-proline C(=O)(OC(C)(C)C)NCC(=O)N1[C@@H](CCC1)C(=O)O